CC1(OC=2C=C(C(=C(C2C2C1CCC(=C2)C)O)C2=NC=CN=C2)CCCCC)C 6,6,9-trimethyl-3-pentyl-2-(pyrazin-2-yl)-6a,7,8,10a-tetrahydro-6H-benzo[c]chromen-1-ol